tert-butyl 3-bromo-1H-pyrazolo[3,4-b]pyridine-1-carboxylate BrC1=NN(C2=NC=CC=C21)C(=O)OC(C)(C)C